NC(C(=O)OC)CCC(=O)[O-] methyl 2-aminopentanedioate